(2R,4S)-N-((S)-1-(((1H-pyrrolo[3,2-c]pyridin-2-yl)methyl)amino)-1-oxoprop-2-yl)-4-([1,1'-biphenyl]-4-yl)piperidine-2-carboxamide bis-trifluoroacetate FC(C(=O)O)(F)F.FC(C(=O)O)(F)F.N1C(=CC=2C=NC=CC21)CNC([C@H](C)NC(=O)[C@@H]2NCC[C@@H](C2)C2=CC=C(C=C2)C2=CC=CC=C2)=O